C(C)(C)(C)OC(=O)NCCOCCC(=O)O 3-[2-(tert-butoxy-carbonyl-amino)ethoxy]propanoic acid